(2E,2'E)-2,2'-(1-(5-((2,2,6,6-tetramethylpiperidin-1-yl)methyl)furan-2-yl)ethane-1,2-diylidene)bis(N-ethylhydrazine-1-carbothioamide) CC1(N(C(CCC1)(C)C)CC1=CC=C(O1)\C(\C=N\NC(NCC)=S)=N\NC(NCC)=S)C